2-(4-cyclopropyl-6-methoxypyrimidin-5-yl)-4-((5-(1-ethyl-4-(trifluoromethyl)-1H-imidazol-2-yl)pyridin-2-yl)methyl)-6,7-dihydropyrazolo[1,5-a]pyrimidin-5(4H)-one C1(CC1)C1=NC=NC(=C1C1=NN2C(N(C(CC2)=O)CC2=NC=C(C=C2)C=2N(C=C(N2)C(F)(F)F)CC)=C1)OC